FC=1C=C(N)C=C(C1OC1=C2C(=NC=C1)N(C=C2CCOC(F)(F)F)S(=O)(=O)C2=CC=C(C=C2)C)F 3,5-difluoro-4-({1-(4-methylbenzene-1-sulfonyl)-3-[2-(trifluoromethoxy)ethyl]-1H-pyrrolo[2,3-b]pyridin-4-yl}oxy)aniline